CC1(COCCN1C1=CC2=C(C=N1)C(=NN2C)C=2C(=C(C(=C(C2)C(F)(F)F)F)O)F)C 3-(6-(3,3-Dimethylmorpholino)-1-methyl-1H-pyrazolo[4,3-c]pyridine-3-yl)-2,6-difluoro-5-(trifluoromethyl)phenol